octadecyl-bis(triethoxysilylpropyl)ammonium chloride [Cl-].C(CCCCCCCCCCCCCCCCC)[NH+](CCC[Si](OCC)(OCC)OCC)CCC[Si](OCC)(OCC)OCC